ClC=1C(=CC=C2C=NNC12)\C=C(\C(=O)NC=1C(=NC=C(C1C)F)C)/F (Z)-3-(7-chloro-1H-indazol-6-yl)-2-fluoro-N-(5-fluoro-2,4-dimethylpyridin-3-yl)acrylamide